(3R,4R)-ethyl 4-(2-chlorophenyl)pyrrolidine-3-carboxylate TFA salt OC(=O)C(F)(F)F.ClC1=C(C=CC=C1)[C@H]1[C@H](CNC1)C(=O)OCC